6-(2-chloro-6-fluorophenyl)-4-((4-((4-cyclopropylpiperazin-1-yl)sulfonyl)phenyl)amino)pyridazine-3-carboxylate ClC1=C(C(=CC=C1)F)C1=CC(=C(N=N1)C(=O)[O-])NC1=CC=C(C=C1)S(=O)(=O)N1CCN(CC1)C1CC1